ClC1=C(C=CC(=C1)C(F)(F)F)C(C(=O)N)N1C=2N(C(C(=C1CC)N1CCNCC1)=O)N=C(N2)C2=CC=C(C=C2)OC2CC2 (2-chloro-4-(trifluoromethyl)phenyl)-2-(2-(4-cyclopropoxyphenyl)-5-ethyl-7-oxo-6-(piperazin-1-yl)-[1,2,4]triazolo[1,5-a]pyrimidin-4(7H)-yl)acetamide